tert-butyl (1-(methoxy(methyl)amino)-1-oxoprop-2-yl)(methyl)carbamate CON(C(C(C)N(C(OC(C)(C)C)=O)C)=O)C